3-(((1-(2,2,2-Trifluoroethyl)azetidin-3-yl)carbamoyl)oxy)propane-1,2-diyl dipalmitate C(CCCCCCCCCCCCCCC)(=O)OCC(COC(NC1CN(C1)CC(F)(F)F)=O)OC(CCCCCCCCCCCCCCC)=O